C1(CCC1)CN1N=C(N=C1)C(=O)NC1C(N(C=2N(CC1)N=C(C2)C)C)=O 1-(cyclobutylmethyl)-N-(2,4-dimethyl-5-oxo-5,6,7,8-tetrahydro-4H-pyrazolo[1,5-a][1,3]diazepin-6-yl)-1H-1,2,4-triazole-3-carboxamide